N=1NCC=CC1 3H-diazine